BrC=1C=CC2=C(C(C(O2)(C)C)N)C1 5-bromo-2,2-dimethyl-2,3-dihydrobenzofuran-3-amine